C1(CC1)N1N=C(C(=C1)F)S(=O)(N)=NC(NC1=C2C(=NC(=C1C1CC1)C(F)(F)F)CCC2)=O 1-Cyclopropyl-N'-((3-cyclopropyl-2-(trifluoromethyl)-6,7-dihydro-5H-cyclopenta[b]pyridin-4-yl)carbamoyl)-4-fluoro-1H-pyrazole-3-sulfonimidamide